C(C(C)C)(=O)OC1=C2C(=CNC2=CC=C1)CCN(C(C)C)C(C)C 3-(2-(diisopropyl-amino)ethyl)-1H-indol-4-yl isobutyrate